(Z)-N-(3-(4-(hydroxyimino)-2',4',5',6'-tetrahydrospiro[chromane-2,3'-pyran]-7-yl)-4-methylphenyl)-2-(trifluoromethyl)isonicotinamide O\N=C/1\CC2(COCCC2)OC2=CC(=CC=C12)C=1C=C(C=CC1C)NC(C1=CC(=NC=C1)C(F)(F)F)=O